1-Phenylpiperidin-2,2,6,6-d4-4-ol C1(=CC=CC=C1)N1C(CC(CC1([2H])[2H])O)([2H])[2H]